NCC1(N(CCC1)C(=O)OC(C)(C)C)C tert-butyl 2-(aminomethyl)-2-methylpyrrolidine-1-carboxylate